methyl 3-(N-acetoxycarbamimidoyl)-5-(trifluoromethyl)benzoate C(C)(=O)ONC(=N)C=1C=C(C(=O)OC)C=C(C1)C(F)(F)F